COC(=O)C1=CC(=C(C=C1)NC(CC1CCN(CC1)C(=O)OC(C)(C)C)=O)NC[C@H]1OCC1 (S)-tert-butyl 4-(2-((4-(methoxycarbonyl)-2-((oxetan-2-ylmethyl)amino)phenyl)amino)-2-oxoethyl)piperidine-1-carboxylate